C1=CC=CC=2C3=CC=CC=C3N(C12)C1=CC=C(C=C1)C=1C2=CC=CC=C2C(=C2C=CC=CC12)BC1=C(C(=CC=C1)C)C 9-(4'-(N-carbazolyl)phenyl)-10-(dimethylphenyl-boryl)anthracene